C1(CC1)C(=O)N1CCC2=C(CC1)C=C1C(=C2)NC(=N1)C1=C(C2=C(N(C1=O)CC1=CC=C(C=C1)OC)C=CS2)O 6-(7-(Cyclopropanecarbonyl)-1,5,6,7,8,9-hexahydroimidazo[4',5':4,5]benzo[1,2-d]azepine-2-yl)-7-hydroxy-4-(4-methoxybenzyl)thieno[3,2-b]pyridin-5(4H)-one